2-(4-((6-((1,4-dioxan-2-yl)methoxy)-4-(benzyloxy)pyridin-2-yl)ethynyl)phenoxy)ethan-1-amine hydrochloride Cl.O1C(COCC1)COC1=CC(=CC(=N1)C#CC1=CC=C(OCCN)C=C1)OCC1=CC=CC=C1